1-(2-{4-[(2-dimethylamino-ethyl)-methyl-amino]-3-isopropoxy-anilino}-pyrimidin-4-yl)-1H-indole-3-carboxamide CN(CCN(C1=C(C=C(NC2=NC=CC(=N2)N2C=C(C3=CC=CC=C23)C(=O)N)C=C1)OC(C)C)C)C